2-((1R,2R)-1-(2-cyanophenyl)-1-(1-(2-(4-methylpiperazin-1-yl)ethyl)-1H-pyrazol-4-yl)propan-2-yl)-5-hydroxy-N-(isoxazol-4-yl)-1-methyl-6-oxo-1,6-dihydropyrimidine-4-carboxamide C(#N)C1=C(C=CC=C1)[C@@H]([C@@H](C)C=1N(C(C(=C(N1)C(=O)NC=1C=NOC1)O)=O)C)C=1C=NN(C1)CCN1CCN(CC1)C